C(C=CCCC=CCC)#N 2,6-Nonadienenitrile